(5-((2-(1H-pyrazol-3-yl)pyridin-4-yl)oxy)-6-fluoro-1-tosyl-1H-indol-4-yl)methanol N1N=C(C=C1)C1=NC=CC(=C1)OC=1C(=C2C=CN(C2=CC1F)S(=O)(=O)C1=CC=C(C)C=C1)CO